C[C@@H]1CN(C[C@@H](O1)C)C(=O)C1=CN=CS1 5-[(cis)-2,6-Dimethylmorpholine-4-carbonyl]-1,3-thiazol